Pentan-3-yl 9-((5-(heptadecan-9-yloxy)-5-oxopentyl)(3-((2-(methylamino)-3,4-dioxocyclobut-1-en-1-yl)amino)propyl)amino)nonanoate CCCCCCCCC(CCCCCCCC)OC(CCCCN(CCCCCCCCC(=O)OC(CC)CC)CCCNC1=C(C(C1=O)=O)NC)=O